ClC1=NC(=CC2=C1COC2(C)CC)C(=O)OC methyl 4-chloro-1-ethyl-1-methyl-3H-furo[3,4-c]pyridine-6-carboxylate